COC=1C=C(C(=O)CC#N)C=CC1 m-methoxybenzoyl-acetonitrile